CC1=CC(=NC=N1)N 6-methylpyrimidin-4-amine